C(#N)C1=C(SC(=C1)C)C1=C(C(=O)N)C=CC=N1 (3-cyano-5-methylthiophen-2-yl)nicotinamide